trifluoro(isopropenyl)boron FC(C(=C)[B])(F)F